C(C)OC(=O)C=1C=2N(C=CC1Cl)C(=NC2Br)C2=CC=CC=C2 1-bromo-7-chloro-3-phenylimidazo[1,5-a]pyridine-8-carboxylic acid ethyl ester